8-((2S,5R)-4-(4-(4-Fluorophenyl)-2-methylthiazol-5-yl)-2,5-dimethylpiperazin-1-yl)-5-methyl-6-oxo-5,6-dihydro-1,5-naphthyridin-2-carbonitril FC1=CC=C(C=C1)C=1N=C(SC1N1C[C@@H](N(C[C@H]1C)C1=CC(N(C=2C=CC(=NC12)C#N)C)=O)C)C